C(=O)(O)[C@H]1OC(C2=CC(=C(C(=C2C1[C@H](C(=O)O)CC(=O)O)O)O)O)=O (2R)-2-[(3S)-3-carboxy-5,6,7-trihydroxy-1-oxo-3,4-dihydroisochromen-4-yl]butanedioic acid